tert-butyl (R)-4-(1-methyl-2-(3-((5-(trifluoromethyl)pyrimidin-2-yl)amino)piperidin-1-yl)-1H-benzo[d]imidazol-5-yl)piperazine-1-carboxylate CN1C(=NC2=C1C=CC(=C2)N2CCN(CC2)C(=O)OC(C)(C)C)N2C[C@@H](CCC2)NC2=NC=C(C=N2)C(F)(F)F